CN1C=C(C=2C1=CN=C(C2)NC(C)=O)C2=NC=1C3(CCCC1C(=C2)OCC2COC2)COCC3 N-(1-methyl-3-(4'-(oxetane-3-ylmethoxy)-4,5,6',7'-tetrahydro-2H,5'H-Spiro[furan-3,8'-quinoline]-2'-yl)-1H-pyrrolo[2,3-c]pyridin-5-yl)acetamide